N-(pyridine-5-ylmethyl)pyridine-2-amine N1=CC=CC(=C1)CNC1=NC=CC=C1